C(CCCCCCCCCCCCCCCCC)(=O)[O-].[Na+] natrium stearate